C1=CC=C2C(C=CC2=C1)N aminoindene